Cl.COC(=O)C=1C=2C=NN(C2C=CC1OC[C@@H](CC1=CC=CC=C1)N)C (R)-5-(2-amino-3-phenylpropoxy)-1-methyl-1H-indazole-4-carboxylic acid methyl ester hydrochloride